C(C)(C)C1=CC(=NC(=C1[N+](=O)[O-])C(C)C)OCCN(C(OC(C)(C)C)=O)C tert-butyl (2-((4,6-diisopropyl-5-nitropyridin-2-yl)oxy)ethyl)(methyl)carbamate